BrC=1C=CC(=NC1)C1(CCC2(OCCO2)CC1)O 8-(5-bromopyridin-2-yl)-1,4-dioxaspiro[4.5]decan-8-ol